3-(1,1-difluoroethyl)-1H-pyrazole FC(C)(F)C1=NNC=C1